Cl.N1CC(C1)COC1=C(C2=C(C(=N1)C)CC(C2)CNCCC2CN(C(O2)=O)C=2C=CC=1OCC(NC1N2)=O)C 6-[5-[2-[[3-(azetidin-3-ylmethoxy)-1,4-dimethyl-6,7-dihydro-5H-cyclopenta[c]pyridin-6-yl]methylamino]ethyl]-2-oxo-1,3-oxazolidin-3-yl]-4H-pyrido[3,2-b][1,4]oxazin-3-one hydrochloride